benzyl 4-(4-hydroxy-3,3-dimethyl-but-1-ynyl)benzoate OCC(C#CC1=CC=C(C(=O)OCC2=CC=CC=C2)C=C1)(C)C